2-[4-(6-fluoro-1-tetrahydropyran-2-yl-3-vinyl-indazol-5-yl)-2-methyl-pyrazol-3-yl]oxy-N-methyl-propan-1-amine FC1=C(C=C2C(=NN(C2=C1)C1OCCCC1)C=C)C1=C(N(N=C1)C)OC(CNC)C